[C@@H]1(C[C@H](O)[C@@H](CO)O1)N1C=NC=2C(N)=NC=NC12 mono-deoxyadenosine